dibutadieneoxysilane C(=CC=C)O[SiH2]OC=CC=C